COC1=C(C=C(C=C1)CS(=O)(=O)\C=C\C1=C(C=C(C=C1OC)OC)OC)NCC(=O)O N-[2-methoxy-5-[(E)-2-(2,4,6-trimethoxyphenyl)vinylsulfonylmethyl]phenyl]glycine